N-{(4aR,6R)-2-[6-ethoxy-5-fluoro-4-(2,4,6-trifluorophenyl)-1,2-benzoxazol-3-yl]-5,5-difluoro-1-oxooctahydropyrrolo[1,2-c]pyrimidin-6-yl}methanesulfonamide C(C)OC1=CC2=C(C(=NO2)N2C(N3[C@H](CC2)C([C@@H](C3)NS(=O)(=O)C)(F)F)=O)C(=C1F)C1=C(C=C(C=C1F)F)F